1-(Cyclohexyl(decanoyloxy)methyl)-5-(4-(hexyloxy)-1,2,5-thiadiazol-3-yl)-1-methyl-1,2,3,6-tetrahydropyridin-1-ium iodide [I-].C1(CCCCC1)C([N+]1(CCC=C(C1)C1=NSN=C1OCCCCCC)C)OC(CCCCCCCCC)=O